N=1N=C(N2C1C=CC=C2)CCNC(=O)C2=NN(C1=CC=C(C=C21)F)CC2=CC1=CC=CC=C1C=C2 N-(2-([1,2,4]triazolo[4,3-a]pyridin-3-yl)ethyl)-5-fluoro-1-(naphthalen-2-ylmethyl)-1H-indazole-3-carboxamide